5-propynyl-2-methylsulfanyl-4,6-dichloropyrimidine C(#CC)C=1C(=NC(=NC1Cl)SC)Cl